NC[C@@H](O)C=1C=CC(=NC1)C1=C(C=C(C#N)C=C1)OC1=CC(=NC(=C1)N1CCOCC1)C 4-[5-[(1S)-2-amino-1-hydroxyethyl]pyridin-2-yl]-3-(2-methyl-6-morpholin-4-ylpyridin-4-yl)oxybenzonitrile